1-(6-butyl-1H-benzo[d]imidazol-2-yl)-3-propylurea C(CCC)C=1C=CC2=C(NC(=N2)NC(=O)NCCC)C1